di-tert-Butyldibromsilan C(C)(C)(C)[Si](Br)(Br)C(C)(C)C